C1(CCCCC1)P(C1=C(C=CC=C1)C1=C(C=CC=C1OC)OC)(C1CCCCC1)=O dicyclohexyl-(2',6'-dimethoxybiphenyl-2-yl)phosphine oxide